C(C)(C)(C)OC(=O)N[C@@H](CC(=O)OC)C=1C=C(C=CC1)C1=C(C=CC=C1C)OCCCCC=C Methyl (S)-3-((tert-butoxycarbonyl)amino)-3-(2'-(hex-5-en-1-yloxy)-6'-methyl-[1,1'-biphenyl]-3-yl)propanoate